7-hydroxy-5,12a-dimethyl-2a,3,4,4a,5,12a-hexahydro-1H-isochromeno[3',4':5,6]pyrido[1,2-b]pyrido[2,1-f][1,2,4]triazine-6,8-dione OC=1C(C=CN2N3C(N(C(C21)=O)C)CCC2C3(C3=CC=CC=C3CO2)C)=O